C(C=C)OC=CO allyloxyvinyl alcohol